O[C@@H](CC(=O)N[C@@H](C)C1=CC(=CC=C1)OCC(F)(F)F)C(C)C (S)-3-hydroxy-4-methyl-N-((S)-1-(3-(2,2,2-trifluoroethoxy)phenyl)ethyl)pentanamide